CC1=CC2=C(N=C(N2)C)S1 dimethylthieno[2,3-d]imidazol